N1C(=CC2=CC=CC=C12)C1=NC2=C(C=C(C=C2C(N1C)=O)C)[C@@H](C)NC=1C(=NC(=CC1)Cl)C(=O)O (R)-3-((1-(2-(1H-indol-2-yl)-3,6-dimethyl-4-oxo-3,4-dihydroquinazolin-8-yl)ethyl)amino)-6-chloropicolinic acid